8-bromo-6-formyl-3,4-dihydroisoquinoline-2(1H)-carboxylic acid tert-butyl ester C(C)(C)(C)OC(=O)N1CC2=C(C=C(C=C2CC1)C=O)Br